(R)-1-(2-(5-((6,7-dihydro-5H-pyrazolo[5,1-b][1,3]oxazin-2-yl)methyl)-2-methyl-2H-1,2,3-triazol-4-yl)-4-fluorophenyl)ethan-1-ol N1=C(C=C2OCCCN21)CC=2C(=NN(N2)C)C2=C(C=CC(=C2)F)[C@@H](C)O